tert-butyl N-[4-(4-iodo-5-methyl-pyrazol-1-yl)cyclohexyl]-N-methyl-carbamate IC=1C=NN(C1C)C1CCC(CC1)N(C(OC(C)(C)C)=O)C